(R)-2'-chloro-N-(5-((4,4-difluorotetrahydrofuran-3-yl)oxy)-1,3,4-thiadiazol-2-yl)-5'-methoxy-6-methyl-(4,4'-bipyridine)-3-carboxamide ClC1=NC=C(C(=C1)C1=C(C=NC(=C1)C)C(=O)NC=1SC(=NN1)O[C@@H]1COCC1(F)F)OC